C(#C)C=1C=CC(=C(C1)S(=O)(=O)N1CCOCC1)C 4-((5-Ethynyl-2-methylphenyl)sulfonyl)morpholine